(1R,2S,3S,4R)-3-((2-(5-fluoro-1-tolyl-1H-pyrrolo[2,3-b]pyridin-3-yl)-7-formylpyrrolo[2,1-f][1,2,4]triazin-4-yl)amino)bicyclo[2.2.2]octane-2-carboxylic acid ethyl ester C(C)OC(=O)[C@H]1C2CCC([C@@H]1NC1=NC(=NN3C1=CC=C3C=O)C3=CN(C1=NC=C(C=C13)F)C1=C(C=CC=C1)C)CC2